(2S)-3-cyclopropyl-2-[9H-fluoren-9-ylmethoxycarbonyl(methyl)amino]propanoic acid C1(CC1)C[C@@H](C(=O)O)N(C)C(=O)OCC1C2=CC=CC=C2C=2C=CC=CC12